tert-Butyl 6-{[(tert-butoxy)carbonyl]amino}-4-propoxy-1',2',3',6'-tetrahydro-[3,4'-bipyridine]-1'-carboxylate C(C)(C)(C)OC(=O)NC1=CC(=C(C=N1)C=1CCN(CC1)C(=O)OC(C)(C)C)OCCC